3-(4-aminophenyl)pyrrolidine-1-carboxylic acid tert-butyl ester C(C)(C)(C)OC(=O)N1CC(CC1)C1=CC=C(C=C1)N